tert-butyl 4-[(1r,3r)-3-([4-[(E)-2-(3-amino-6-chloropyridazin-4-yl)ethenyl]pyridin-2-yl]oxy)cyclobutoxy]piperidine-1-carboxylate NC=1N=NC(=CC1/C=C/C1=CC(=NC=C1)OC1CC(C1)OC1CCN(CC1)C(=O)OC(C)(C)C)Cl